N1=C(C=CC=C1)OC1=CC=C(C=C1)B(O)O 4-(PYRIDIN-2-YLOXY)PHENYLBORONIC ACID